4-(6-(quinolin-6-ylmethoxy)pyridin-2-yl)piperidine-1-carboxylic acid tert-butyl ester C(C)(C)(C)OC(=O)N1CCC(CC1)C1=NC(=CC=C1)OCC=1C=C2C=CC=NC2=CC1